C(C)C1(C(OCC=2C(N3CC=4C(=NC=5C=CC(=CC5C4CC)OCC(=O)NN)C3=CC21)=O)=O)O 2-((4,11-diethyl-4-hydroxy-3,14-dioxo-3,4,12,14-tetrahydro-1H-pyrano[3',4':6,7]indolizino[1,2-b]quinolin-9-yl)oxy)acetohydrazide